1-(3-chlorobenzyl)-3-(3-chlorophenyl)-1,2,4-triazin-6(1H)-one ClC=1C=C(CN2N=C(N=CC2=O)C2=CC(=CC=C2)Cl)C=CC1